tetra-lysine hydrochloride Cl.N[C@@H](CCCCN)C(=O)O.N[C@@H](CCCCN)C(=O)O.N[C@@H](CCCCN)C(=O)O.N[C@@H](CCCCN)C(=O)O